NCC1CCC(CC1)N1C2=NC(=NC=C2N=C1NC1=CC(=CC=C1)Cl)N(C)C 9-((1s,4s)-4-(aminomethyl)cyclohexyl)-N8-(3-chlorophenyl)-N2,N2-dimethyl-9H-purine-2,8-diamine